[N+](=O)([O-])C=1C=C(C=C(C1)C(F)(F)F)[C@@H](C)N (1R)-1-[3-nitro-5-(trifluoromethyl)phenyl]ethanamine